3-Methylbenzaldehyde benzoyl hydrazone C(C1=CC=CC=C1)(=O)NN=CC1=CC(=CC=C1)C